1,3-Diethylimidazolium sulfat S(=O)(=O)([O-])[O-].C(C)N1C=[N+](C=C1)CC.C(C)N1C=[N+](C=C1)CC